C(C)(C)(C)OC(N[C@H](CCCO)CC#N)=O N-[(1R)-1-(cyanomethyl)-4-hydroxy-butyl]carbamic acid tert-butyl ester